4-(3-bromo-6-(methylsulfonyl)-1H-pyrazolo[3,4-d]pyrimidin-1-yl)cyclohexan-1-ol BrC1=NN(C2=NC(=NC=C21)S(=O)(=O)C)C2CCC(CC2)O